BrC1=CC2=CN(N=C2C=C1OC)C1CCC(CC1)O (1s,4s)-4-(5-Bromo-6-methoxy-2H-indazol-2-yl)cyclohexan-1-ol